N-(5-Chloro-2-ethylphenyl)acetamide ClC=1C=CC(=C(C1)NC(C)=O)CC